Methyl-(2S)-1-[1-(1-benzyl-5-chloro-pyrazol-4-yl)cyclopropane carbonyl]pyrrolidine-2-carboxylate COC(=O)[C@H]1N(CCC1)C(=O)C1(CC1)C=1C=NN(C1Cl)CC1=CC=CC=C1